BrC=1C=C(C=CC1OC)C1=NC(=CC=C1)C1=C(C=C(C=C1)OC)OC 2-(3-bromo-4-methoxyphenyl)-6-(2,4-dimethoxyphenyl)pyridine